1-Cyclohexyl-3-(1-phenylazocan-2-yl)-1H-pyrrole-2,5-dione C1(CCCCC1)N1C(C(=CC1=O)C1N(CCCCCC1)C1=CC=CC=C1)=O